N-methyl-4-[7-(4-cyano-3-trifluoromethylphenyl)-8-oxo-6-thioxo-5,7-diaza-spiro[3.4]oct-5-yl]-2-fluorobenzamide CNC(C1=C(C=C(C=C1)N1C2(CCC2)C(N(C1=S)C1=CC(=C(C=C1)C#N)C(F)(F)F)=O)F)=O